2-cyano-2-(2-(3,5-dimethyl-4-((1-oxo-1,2,3,4-tetrahydroisoquinolin-6-yl)oxy)phenyl)hydrazono)acetylcarbamate C(#N)C(C(=O)NC([O-])=O)=NNC1=CC(=C(C(=C1)C)OC=1C=C2CCNC(C2=CC1)=O)C